(R/S)-4,8-dimethoxy-2,6,8-trimethyl-6,8-dihydro-7H-pyrrolo[2,3-g]quinazolin-7-one COC1=NC(=NC2=CC3=C(C=C12)N(C([C@]3(C)OC)=O)C)C |r|